6H,7H,8H-[1,2,3]triazolo[4,5-f][1,4]oxazepin-8-on N1N=NC2=C1C(NCCO2)=O